N1=CC=CC=2CN(CCC12)C1=CC=C(C=N1)C(=O)NCCC1N(CCCC1)C 6-(7,8-dihydro-1,6-naphthyridin-6(5H)-yl)-N-[2-(1-methyl-2-piperidinyl)ethyl]-3-pyridinecarboxamide